1-[2-methyl-4-[5-[(4-piperazin-1-yl-1-piperidyl)methyl]pyrazin-2-yl]phenyl]-N-[[3-(2,2,2-trifluoro-1,1-dimethyl-ethyl)-1H-1,2,4-triazol-5-yl]methyl]pyrazole-4-carboxamide CC1=C(C=CC(=C1)C1=NC=C(N=C1)CN1CCC(CC1)N1CCNCC1)N1N=CC(=C1)C(=O)NCC1=NC(=NN1)C(C(F)(F)F)(C)C